(R)-N-(3-cyclopropyl-1H-pyrazol-5-yl)-2-(1-(6-methoxypyridin-2-yl)-1H-pyrazol-4-yl)propanamide C1(CC1)C1=NNC(=C1)NC([C@H](C)C=1C=NN(C1)C1=NC(=CC=C1)OC)=O